O.O.O.[Na+].[Na+].P([O-])(=O)(OP(=O)([O-])OP(=O)(O)O)OC[C@@H]1[C@H]([C@H]([C@@H](O1)N1C=NC=2C(N)=NC=NC12)O)O adenosine 5'-triphosphate disodium trihydrate